2-((S)-1-(2-fluoroacryloyl)-4-(5-(8-methylnaphthalen-1-yl)-8-(((S)-1-methylpyrrolidin-2-yl)methoxy)-3,4-dihydro-2H-pyrano[2,3-f]quinazolin-10-yl)piperazin-2-yl)acetonitrile FC(C(=O)N1[C@H](CN(CC1)C1=NC(=NC2=CC(=C3C(=C12)OCCC3)C3=CC=CC1=CC=CC(=C31)C)OC[C@H]3N(CCC3)C)CC#N)=C